methylenebis(isocyanatocyclohexane) C(C1(CCCCC1)N=C=O)C1(CCCCC1)N=C=O